3-FORMYL-1-METHYL-1H-INDOLE-4-CARBOXYLIC ACID C(=O)C1=CN(C=2C=CC=C(C12)C(=O)O)C